6-chloro-N-((3-(4-bromo-1H-pyrazol-1-yl)azetidin-3-yl)methyl)-2-(trifluoromethyl)quinolin-4-amine ClC=1C=C2C(=CC(=NC2=CC1)C(F)(F)F)NCC1(CNC1)N1N=CC(=C1)Br